F[C@@H]1[C@]2(CC[C@@H](C[C@@H]1OC1=CC=C(N=N1)C1=C(C=C(C=C1)C1=NC(N(C=N1)C)=O)O)N2C)C 4-(4-(6-(((1R,2R,3S,5S)-2-fluoro-1,8-dimethyl-8-azabicyclo[3.2.1]octan-3-yl)oxy)pyridazin-3-yl)-3-hydroxyphenyl)-1-methyl-1,3,5-triazin-2(1H)-one